C(=O)(O)[C@@H](CC=1C=C(C=CC1)C(CN(CC=1C=C(C=CC1)C[C@H](C(=O)O)[C@@H]1CNCC1)CC=1C=C(C=CC1)C[C@H](C(=O)O)[C@@H]1CNCC1)=O)[C@@H]1CNCC1 (2S,2'S)-3,3'-((((2-(3-((S)-2-carboxy-2-((R)-pyrrolidin-3-yl)ethyl)phenyl)-2-oxoethyl)azanediyl)bis(methylene))bis(3,1-phenylene))bis(2-((R)-pyrrolidin-3-yl)propanoic acid)